C(C)(=O)C1=C(C2=C(N=C(N=C2)NC2=CC=C(C=N2)N2CCCCC2)N(C1=O)C1CCCC1)C 6-Acetyl-8-cyclopentyl-5-methyl-2-(3,4,5,6-tetrahydro-2H-[1,3']bipyridinyl-6'-ylamino)-8H-pyrido[2,3-d]pyrimidin-7-one